4-hydroxy-1-(2-fluoro-6-methoxyphenyl)-6-oxo-1,6-dihydropyridazine OC=1C=NN(C(C1)=O)C1=C(C=CC=C1OC)F